1-(oxiran-2-yl)-N-(oxiranylmethyl)methanamine O1C(C1)CNCC1OC1